O1CC=CC2=C1CCC2 4-benzoxolane